FC(C(CCS(=O)(=O)C)C=1C=CC(=NC1)N1N=CC(=C1)C1=NC=2C(=NC=CC2)N1)(F)F (1-(5-(1,1,1-trifluoro-4-(methylsulfonyl)butan-2-yl)pyridin-2-yl)-1H-pyrazol-4-yl)-3H-imidazo[4,5-b]pyridine